C(C)(=O)C=1N=C(C2=C(N1)CN(CC2)C2=C(C(N(N=C2)C2OCCCC2)=O)Cl)OC2=C(C=C(C=C2)F)C(F)(F)F 5-[2-Acetyl-4-[4-fluoro-2-(trifluoromethyl)phenoxy]-5H,6H,7H,8H-pyrido[3,4-d]pyrimidin-7-yl]-4-chloro-2-(oxan-2-yl)-2,3-dihydropyridazin-3-one